isoquinoline iodide salt [I-].C1=NC=CC2=CC=CC=C12